N-(2-(1-((2-(2,6-dioxopiperidin-3-yl)pyridin-4-yl)methyl)piperidin-4-yl)-5-(2-hydroxypropan-2-yl)benzo[d]thiazol-6-yl)-6-(trifluoromethyl)nicotinamide O=C1NC(CCC1C1=NC=CC(=C1)CN1CCC(CC1)C=1SC2=C(N1)C=C(C(=C2)NC(C2=CN=C(C=C2)C(F)(F)F)=O)C(C)(C)O)=O